C(C)C=1C(=CC2=C(SC3=C(C(N2)=O)C=CC=C3)C1)C(=O)O 7-ethyl-11-oxo-10,11-dihydrodibenzo[b,f][1,4]thiazepine-8-carboxylic acid